2-(4-iodophenyl)-3-(2,4-dinitrophenyl)-5-(2,4-disulfophenyl)-2H-tetrazolium monosodium salt [Na+].IC1=CC=C(C=C1)N1[NH2+]C(=NN1C1=C(C=C(C=C1)[N+](=O)[O-])[N+](=O)[O-])C1=C(C=C(C=C1)S(=O)(=O)O)S(=O)(=O)O